[N+](=O)([O-])C[C@]1([C@@H]2[C@H]3C[C@H](CCC13)C2)CC(=O)OC(C)(C)C tert-butyl 2-((1S,2R,6S,8S)-2-(nitromethyl)tricyclo[4.2.1.03,8]nonan-2-yl)acetate